C(=O)(OC)CC[Si](OC)(OC)OC 2-(carbomethoxy)ethyltrimethoxysilan